C(#N)C1=CC=C(C=C1)[C@H](CO)NC(=O)[C@H]1N(C[C@@H](C1)O)C([C@H](C(C)(C)C)NC(CCCCCCC(=O)OC)=O)=O methyl 8-(((S)-1-((2S,4R)-2-(((R)-1-(4-cyanophenyl)-2-hydroxyethyl)carbamoyl)-4-hydroxypyrrolidin-1-yl)-3,3-dimethyl-1-oxobutan-2-yl)amino)-8-oxooctanoate